1-(4-(5H-pyrrolo[2,3-b]pyrazin-2-yl)cyclohexyl)-1-methyl-3-(1-methyl-2-oxo-5-(trifluoromethyl)-1,2-dihydropyridin-3-yl)urea N1=C2C(=NC=C1C1CCC(CC1)N(C(=O)NC=1C(N(C=C(C1)C(F)(F)F)C)=O)C)NC=C2